Dimethyl-dioctadecyl-ammonium iodide [I-].C[N+](CCCCCCCCCCCCCCCCCC)(CCCCCCCCCCCCCCCCCC)C